C(N)(=O)C=1C(=CC(=NC1)Cl)NC=1C(=C(C(=O)O)C=CC1)OC 3-((5-Carbamoyl-2-chloropyridin-4-yl)amino)2-methoxybenzoic acid